2-methoxy-N-(3-(propylsulfanyl)-[1,2,4]triazolo[4,3-a]pyridin-6-yl)benzamide COC1=C(C(=O)NC=2C=CC=3N(C2)C(=NN3)SCCC)C=CC=C1